CC1(CC(N(CC1)C(=O)OC(C)(C)C)=O)C tert-butyl 4,4-dimethyl-2-oxo-piperidine-1-carboxylate